N,N-dibenzylbutane-1,4-diamine C(C1=CC=CC=C1)N(CCCCN)CC1=CC=CC=C1